C1(=CC=CC=C1)C=1C=CC2=CC=CC=C2C1 3-phenylnaphthalene